N-((1r,3R)-3-(tert-butyl)cyclobutyl)-N-methyl-6-oxo-7-oxa-5-azaspiro[3.4]octane-2-carboxamide C(C)(C)(C)C1CC(C1)N(C(=O)C1CC2(C1)NC(OC2)=O)C